[N+](=O)([O-])C=1C=CC(=NC1)OCCCC=O 4-((5-nitropyridin-2-yl)oxy)butanal